NC1CCN(CC1)C1=NC(=C2N=CN(C2=N1)C(C)C)NCC=1C(=NC=CC1)C1=CC=NN1C(C)C 2-(4-aminopiperidin-1-yl)-9-isopropyl-N-((2-(1-isopropyl-1H-pyrazol-5-yl)pyridin-3-yl)methyl)-9H-purin-6-amine